4-(chlorocarbonyl)-piperidine-1-carboxylic acid tert-butyl ester C(C)(C)(C)OC(=O)N1CCC(CC1)C(=O)Cl